C(C)(C)(C)N(C(O)=O)C12CC(C1)(C2)N.N2CCC(CC2)C=2C(N(C=CN2)C2=NC=C(C=N2)C(F)(F)F)=O 3-(piperidin-4-yl)-1-[5-(trifluoromethyl)pyrimidin-2-yl]pyrazin-2-one tert-butyl-(3-aminobicyclo[1.1.1]pentan-1-yl)carbamate